11-octadecatrienoic acid CCCCCC/C=C/CCC/C=C/C=C/CCC(=O)O